(6Z)-9-iodo-6-nonenyl acetate C(C)(=O)OCCCCC\C=C/CCI